(S)-3-dimethylamino-1-(2-hydroxyl-3-methyl-5-((3-methylpiperidin-1-yl)methyl)phenyl)prop-2-en-1-one CN(C=CC(=O)C1=C(C(=CC(=C1)CN1C[C@H](CCC1)C)C)O)C